methyl 3-(6-butyl-3-(4-methoxyphenyl)pyrazin-2-yl)-3-azabicyclo[3.1.0]hexane-6-carboxylate C(CCC)C1=CN=C(C(=N1)N1CC2C(C2C1)C(=O)OC)C1=CC=C(C=C1)OC